1-(piperidin-1-yl)-2-naphthaldehyde N1(CCCCC1)C1=C(C=CC2=CC=CC=C12)C=O